O(C1=CC=CC=C1)C1=CC=C(C=C1)N1N=C2N(CCNC2=C1C(=O)N)C1CCN(CC1)C(C=C)=O 2-(4-phenoxyphenyl)-7-[1-(prop-2-enoyl)piperidin-4-yl]-4,5,6,7-tetrahydro-2H-pyrazolo[3,4-b]pyrazine-3-carboxamide